C#CCC(CC#C)=O hept-1,6-diyn-4-one